C(C1=CC=CC=C1)(=O)OCCN1C=NC=2N(C=NC2C1=O)[C@H]1[C@H](OC(C2=CC=CC=C2)(C2=CC=C(C=C2)OC)C2=CC=C(C=C2)OC)[C@@H](O)[C@H](O1)COC(C1=CC=CC=C1)(C1=CC=C(C=C1)OC)C1=CC=C(C=C1)OC 1-[2-(Benzoyloxy)ethyl]-9-{2,5-bis-O-[bis(4-methoxyphenyl)(phenyl)methyl]-β-D-xylofuranosyl}-1,9-dihydro-6H-purin-6-one